(R)-1-(4-chlorophenyl)-N-((1R,2R)-1-hydroxy-1-(6-(oxetan-3-yloxy)pyridin-3-yl)-3-(pyrrolidin-1-yl)propan-2-yl)pyrrolidine-3-carboxamide ClC1=CC=C(C=C1)N1C[C@@H](CC1)C(=O)N[C@@H]([C@@H](C=1C=NC(=CC1)OC1COC1)O)CN1CCCC1